FC1=C(C=C(C2=CC=CC=C12)C1=C2C(=NC(=C1C#N)N1CC3(CN(C3)C(C=C)=O)CC1)CC(OC2)(C)C)O (P)-4-(4-fluoro-3-hydroxy-1-naphthalenyl)-7,7-dimethyl-2-(2-(2-propenoyl)-2,6-diazaspiro[3.4]octan-6-yl)-7,8-dihydro-5H-pyrano[4,3-b]pyridine-3-carbonitrile